BrC=1N=C(N(C1C(=O)OC)CC1=CC=C(C=C1)Cl)OC1=CC(=CC=C1)OC(F)(F)F methyl 4-bromo-1-[(4-chlorophenyl) methyl]-2-[3-(trifluoromethoxy) phenoxy]-1H-imidazole-5-carboxylate